Cl.N[C@H]1[C@@H](COCC1)O (3S,4R)-4-aminotetrahydropyran-3-ol hydrochloride